C(C1=CC=CC=C1)C1CCN(CC1)CCNC(=O)C=1NC2=CC(=C(C=C2C1)OC)OC N-(2-(4-benzylpiperidin-1-yl)ethyl)-5,6-dimethoxy-1H-indol-2-carboxamide